(R)-N-(4-(3-aminopyrrolidin-1-yl)-2-(2,2,2-trifluoroethyl)-2H-indazol-5-yl)-1-(2,6-difluorophenyl)-6-oxo-1,6-dihydropyridazine-3-carboxamide N[C@H]1CN(CC1)C=1C2=CN(N=C2C=CC1NC(=O)C1=NN(C(C=C1)=O)C1=C(C=CC=C1F)F)CC(F)(F)F